thia-2,5-diazaspiro[3.5]nonane-2-carboxylate S1N(CC12NCCCC2)C(=O)[O-]